ClCC(=O)NC=1C=C2/C(/C(N(C2=CC1)CC1=CC(=C(C=C1)Cl)Cl)=O)=C/C=1NC(=CC1C)C (Z)-2-chloro-N-(1-(3,4-dichlorobenzyl)-3-((3,5-dimethyl-1H-pyrrol-2-yl)methylene)-2-indolone-5-yl)acetamide